N-(1,3-dimethyl-1H-pyrazol-4-yl)-3-(pyridin-4-yl)thieno[3,2-b]pyridin-5-amine CN1N=C(C(=C1)NC1=CC=C2C(=N1)C(=CS2)C2=CC=NC=C2)C